7-((4-(2-fluoro-6-(cyclopropylcarbamoyl)pyridin-3-yl)piperazin-1-yl)methyl)-9-fluoropyrrolo[1,2-a]quinoxalin-4(5H)-one FC1=NC(=CC=C1N1CCN(CC1)CC=1C=C2NC(C=3N(C2=C(C1)F)C=CC3)=O)C(NC3CC3)=O